tert-butyl 5-[bis[(4-methoxyphenyl)methyl]amino]-6-methyl-pyrrolo[3,2-b]pyridine-1-carboxylate COC1=CC=C(C=C1)CN(C1=C(C=C2C(=N1)C=CN2C(=O)OC(C)(C)C)C)CC2=CC=C(C=C2)OC